C(OCCCCCCBr)(OCC1CCC(CC1)CCCCC)=O 6-bromohexyl ((4-pentylcyclohexyl)methyl) carbonate